Cl.ClC1=C(C=CC=C1[C@]1(NC(N(C(C1)=O)[C@H]1C[C@H](OCC1)C)=N)C)NC(=O)C1=NC=CC(=C1)N1CCOCC1 |o1:15,17| N-(2-Chloro-3-{(4S)-2-imino-4-methyl-1-[(2R*,4R*)-2-methyl-tetrahydropyran-4-yl]-6-oxo-hexahydropyrimidin-4-yl}phenyl)-4-(morpholin-4-yl)pyridine-2-carboxamide hydrochloride